C[C@@H]1C=2N(CCN1C(=O)C1=NC3=CC=CC=C3C=C1)C(=NN2)C2=NC(=NS2)C (R)-(8-methyl-3-(3-methyl-1,2,4-thiadiazol-5-yl)-5,6-dihydro-[1,2,4]triazolo[4,3-a]pyrazin-7(8H)-yl)(quinolin-2-yl)methanone